5-bromo-3,6-dichloropyridin-2-amine BrC=1C=C(C(=NC1Cl)N)Cl